Cl.Cl.CN1C=CC=2C1=NC=C(C2)C2=CC1=C(O[C@@H](CN1)[C@@H](C1=CC=CC=C1)NCCC1=CC=C(C#N)C=C1)N=C2 4-(2-(((R)-((S)-7-(1-methyl-1H-pyrrolo[2,3-b]pyridin-5-yl)-2,3-dihydro-1H-pyrido[2,3-b][1,4]oxazin-3-yl)(phenyl)methyl)amino)ethyl)benzonitrile dihydrochloride